BrC=1C=NN2C1N=C(C=C2C2=CC=NN2C2OCCCC2)Cl 5-{3-bromo-5-chloropyrazolo[1,5-a]pyrimidin-7-yl}-1-(oxan-2-yl)-1H-pyrazole